NCC(CN1N=CN=C1)(O)C1=C(C=C(C=C1)F)F 1-amino-2-(2,4-difluorophenyl)-3-(1H-1,2,4-triazol-1-yl)propan-2-ol